C(CCC)OC(CCCCC(=O)OCCCC)=O.N1N=CC2=CC=C(C=C12)NC1=NC(=NC=C1)NC1=CC(=C(C=C1)OCCCN1CCCCC1)OC 4-(1H-indazol-6-ylamino)-2-[3-methoxy-4-(3-piperidinopropoxy)phenylamino]pyrimidine Di-n-butyladipat